CC(C=C(C(=O)OCCC)C(=O)OCCC)C di-n-propyl (2-methylpropylidene)malonate